Fmoc-L-homophenylalanine C(=O)(OCC1C2=CC=CC=C2C2=CC=CC=C12)N[C@@H](CCC1=CC=CC=C1)C(=O)O